FC(C1=CC=C2C3=C(NC2=C1)CN([C@@H](C3)C(=O)OC)C(=O)OC(C)(C)C)(F)F 2-(tert-butyl) 3-methyl (S)-7-(trifluoromethyl)-1,3,4,9-tetrahydro-2H-pyrido[3,4-b]indole-2,3-dicarboxylate